ethyl-acetyl-valine C(C)N([C@@H](C(C)C)C(=O)O)C(C)=O